COS(=O)(=O)[O-].C(CCCCCCC\C=C/CCCCCCCC)(=O)OC(C[N+](C)(C)C)COC(CCCCCCC\C=C/CCCCCCCC)=O N-(2,3-dioleoyloxy-1-propyl)trimethylammonium methylsulfate